tert-Butyl 4-(4-(cyanomethyl)-2-fluorophenyl)-3,6-dihydropyridine-1(2H)-carboxylate C(#N)CC1=CC(=C(C=C1)C=1CCN(CC1)C(=O)OC(C)(C)C)F